C1(CC1)C1=C(C(=NO1)C1=C(C=CC=C1)OC(F)(F)F)CO[C@@H]1[C@H](CN(CC1)C(=O)OC(C)(C)C)F tert-butyl (3s,4s)-4-((5-cyclopropyl-3-(2-(trifluoromethoxy) phenyl) isoxazol-4-yl) methoxy)-3-fluoropiperidine-1-carboxylate